(5S)-2-[4-(1,1-difluoroethoxy)phenyl]-5-phenyl-2,5,6,7-tetrahydro-3H-pyrrolo[2,1-c][1,2,4]triazol-3-one FC(C)(OC1=CC=C(C=C1)N1N=C2N(C1=O)[C@@H](CC2)C2=CC=CC=C2)F